C1(CC1)S(=O)(=O)N1N=CC(=C1)C1=NC=CC(=N1)C1(NC=C(C(=C1)NC1CCC(CC1)F)C1=NN(C=C1)C)N 2-(2-(1-(Cyclopropylsulfonyl)-1H-pyrazol-4-yl)pyrimidin-4-yl)-N4-((1s,4s)-4-fluorocyclohexyl)-5-(1-methyl-1H-pyrazol-3-yl)pyridine-2,4-diamine